9-(4-(2-(dimethylamino)ethoxy)benzyl)-2-(2-isopropylphenyl)-7-methyl-7,9-dihydro-8H-purin-8-one CN(CCOC1=CC=C(CN2C3=NC(=NC=C3N(C2=O)C)C2=C(C=CC=C2)C(C)C)C=C1)C